1,4-dichlorothieno[3,4-d]pyridazine ClC1=NN=C(C=2C1=CSC2)Cl